NCC(CN1N=CN(C1=O)C1=NC=C(C=C1F)Br)=C(F)F 2-[2-(aminomethyl)-3,3-difluoro-allyl]-4-(5-bromo-3-fluoro-2-pyridyl)-1,2,4-triazol-3-one